C(C1=CC=CC=C1)OC1=NC(=CC=C1C1=NN(C2=CC(=CC=C12)N1CCN(CC1)C(=O)[C@H]1[C@H](CN(CC1)C(=O)OC(C)(C)C)C)C)OCC1=CC=CC=C1 tert-butyl (3R,4R)-4-(4-(3-(2,6-bis(benzyloxy)pyridin-3-yl)-1-methyl-1H-indazol-6-yl)piperazine-1-carbonyl)-3-methylpiperidine-1-carboxylate